5-methyl-3-(m-tolyl)-pyrazol-4-ol CC1=C(C(=NN1)C=1C=C(C=CC1)C)O